CN1C(CC2=CC(=CC=C12)C=1C=C(C=NC1)C1=CN(C(C=C1)=O)C1OCCCC1)=O 1-methyl-5-(6'-oxo-1'-(tetrahydro-2H-pyran-2-yl)-1',6'-dihydro-[3,3'-bipyridin]-5-yl)indol-2-one